(5-(6-(3-hydroxyoxetan-3-yl)-1H-benzo[d]imidazol-2-yl)-1H-pyrrol-3-yl)(2-(trifluoromethyl)phenyl)methanone OC1(COC1)C=1C=CC2=C(NC(=N2)C2=CC(=CN2)C(=O)C2=C(C=CC=C2)C(F)(F)F)C1